C(C)(C)N1CCN(CC1)C1=CC=C(N)C=C1 4-(4-isopropylpiperazine-1-yl)aniline